4-(4-fluoro-phenoxy)-benzoic acid FC1=CC=C(OC2=CC=C(C(=O)O)C=C2)C=C1